(S)- and (R)-N-(5-(4-acetyl-piperazin-1-yl)-pyridin-2-yl)-2-((4-cyanophenethyl)amino)-2-phenylacetamide C(C)(=O)N1CCN(CC1)C=1C=CC(=NC1)NC([C@H](C1=CC=CC=C1)NCCC1=CC=C(C=C1)C#N)=O |r|